1-((2,2-difluorocyclobutyl)methyl)-4-methyl-3-(perfluoroethyl)-1H-pyrazole FC1(C(CC1)CN1N=C(C(=C1)C)C(C(F)(F)F)(F)F)F